N-(4-Chloro-3-(1-methyl-1H-1,2,4-triazol-3-yl)thiophen-2-yl)-2-(2-oxo-6-(trifluoromethyl)-1,5-naphthyridin-1(2H)-yl)acetamide ClC=1C(=C(SC1)NC(CN1C(C=CC2=NC(=CC=C12)C(F)(F)F)=O)=O)C1=NN(C=N1)C